CN(C(OC(C)(C)C)=O)CC(=O)C1=NC(=CC=C1)C tert-Butyl methyl(2-(6-methylpyridin-2-yl)-2-oxoethyl)carbamate